(±)-1-fluoro-N-(1-methyl-5-(trifluoromethyl)-1H-pyrazol-3-yl)-6,7,8,9-tetrahydro-5H-5,8-epiminocyclohepta[c]pyridine-10-carboxamide FC1=NC=CC2=C1CC1CCC2N1C(=O)NC1=NN(C(=C1)C(F)(F)F)C